2-(trimethylsilyl)phenyl trifluoromethanesulfonate FC(S(=O)(=O)OC1=C(C=CC=C1)[Si](C)(C)C)(F)F